N1=CC(=CC=C1)C=1C=C(C=CC1)C1=CC(=CC=C1)C=1OC2=C(N1)C(=CC(=C2)C2=CC=C(C=C2)C2=CC=CC1=CC=CC=C21)C2=CC=C(C=C2)C2=CC=CC1=CC=CC=C21 2-{3'-(pyridin-3-yl)-biphenyl-3-yl}-4,6-bis(4-naphthalen-1-yl-phenyl)-benzoxazole